C[C@@]12C(N(C[C@H](N[C@H]1C=O)C2)C2=NC=NC(=C2)C(C)(F)F)C Methyl-(1S,5R,7R)-3-(6-(1,1-difluoroethyl)pyrimidin-4-yl)-7-formyl-2-methyl-3,6-diazabicyclo[3.2.1]octane